((2S,7aS)-2-(prop-2-yn-1-yloxy)tetrahydro-1H-pyrrolizin-7a(5H)-yl)methanol C(C#C)O[C@H]1C[C@@]2(CCCN2C1)CO